methyl 2-[[(4S)-2-[[2-methyl-3-(4,4,5,5-tetramethyl-1,3,2-dioxaborolan-2-yl)phenyl]carbamoyl]-4,5,6,7-tetrahydropyrazolo[1,5-a]pyridin-4-yl]amino]acetate CC1=C(C=CC=C1B1OC(C(O1)(C)C)(C)C)NC(=O)C1=NN2C([C@H](CCC2)NCC(=O)OC)=C1